((E)-cyclopropane-1,2,3-triylidenetris(cyanomethanylylidene))tris(2,3,5,6-tetrafluorobenzonitrile) C1(C(C1=C(C#N)C1=C(C(=C(C#N)C(=C1F)F)F)F)=C(C#N)C1=C(C(=C(C#N)C(=C1F)F)F)F)=C(C#N)C1=C(C(=C(C#N)C(=C1F)F)F)F